(S)-2-(((2-nitro-4-aminoxanthoylphenyl)amino)methyl)morpholine-4-carboxylic acid tert-butyl ester C(C)(C)(C)OC(=O)N1C[C@@H](OCC1)CNC1=C(C=CC=C1)C(=O)C1C2=CC=CC=C2OC=2C(=CC(=CC12)[N+](=O)[O-])N